BrC1=CC(=C(N)C(=C1)C)C(C)C 4-bromo-2-isopropyl-6-methyl-aniline